CC=1C=C(C=NC1)C(=O)N1CCC(CC1)=C1C2=C(CS(C3=C1C=CC=C3)=O)C=CC=C2 (5-methyl-3-pyridyl)-[4-(5-oxo-6H-benzo[c][1]benzothiepin-11-ylidene)-1-piperidyl]methanone